(R)-N-((S)-1-(((6-Amino-2-methylpyridin-3-yl)methyl)amino)-1-oxopropan-2-yl)-4,4-bis(4-fluorobenzyl)pyrrolidine-2-carboxamide Di-trifluoroacetate salt FC(C(=O)O)(F)F.FC(C(=O)O)(F)F.NC1=CC=C(C(=N1)C)CNC([C@H](C)NC(=O)[C@@H]1NCC(C1)(CC1=CC=C(C=C1)F)CC1=CC=C(C=C1)F)=O